[Si](C)(C)(C(C)(C)C)OC/C(=C/C#N)/O (Z)-4-((tert-butyldimethylsilyl)oxy)-3-hydroxybut-2-enenitrile